C1(CC1)C1=C(C(=NO1)C1=C(C=NC=C1Cl)Cl)COC12CCC(CC1)(CC2)C#CC=2C=CC=1N(C2)C=CN1 6-((4-((5-Cyclopropyl-3-(3,5-dichloropyridin-4-yl)isoxazol-4-yl)methoxy)bicyclo[2.2.2]octan-1-yl)ethynyl)imidazo[1,2-a]pyridin